2-[2-[2-[2-[2-[[5-(5-methylpyrido[4,3-b]indol-7-yl)-2-pyridyl]oxy]ethoxy]ethoxy]ethoxy]ethoxy]ethanol CN1C2=C(C=3C=CC(=CC13)C=1C=CC(=NC1)OCCOCCOCCOCCOCCO)C=NC=C2